C(\C=C/CCCCCCC)(=O)O Cis-2-Decenoic Acid